4-[5-[tert-butyl(dimethyl)silyl]oxy-1-tetrahydropyran-2-yl-indazol-3-yl]-1-[2-[2-[(1S)-2-hydroxy-1-methyl-ethoxy]ethoxy]ethyl]pyrrole-2-carbonitrile [Si](C)(C)(C(C)(C)C)OC=1C=C2C(=NN(C2=CC1)C1OCCCC1)C=1C=C(N(C1)CCOCCO[C@H](CO)C)C#N